N=1ON=C2C1C=CC=C2COC2=C(CN[C@H](CO)C(=O)O)C=C(C(=C2)OCC=2C(=C(C=CC2)C2=CC=CC=C2)Cl)Cl (2-(benzo[c][1,2,5]oxadiazol-4-ylmethoxy)-5-chloro-4-((2-chloro-[1,1'-biphenyl]-3-yl)methoxy)benzyl)-D-serine